benzofuro[2,3-c]pyridin-8-ylboronic acid C1=NC=CC2=C1OC1=C2C=CC=C1B(O)O